3-cyclopentyl-6-methoxy-3,4-dihydroacridine-1,9(2H,10H)-dione C1(CCCC1)C1CC(C=2C(C3=CC=C(C=C3NC2C1)OC)=O)=O